ClC=1C=C(C(=O)N2CC=3C(=NN4C3C(N(C[C@H]4C(=O)NC)[C@@H](C)C4=CC=C(C=C4)S(=O)(=O)C)=O)C[C@H]2C)C=CC1Cl (3R,7S)-2-(3,4-Dichlorobenzoyl)-N,3-dimethyl-9-((S)-1-(4-(methylsulfonyl)phenyl)ethyl)-10-oxo-1,2,3,4,7,8,9,10-octahydropyrido[4',3':3,4]pyrazolo[1,5-a]pyrazine-7-carboxamide